4-(bis(4-methoxybenzyl)amino)-1-(3-chloro-4-(pyrrolidin-1-ylmethyl)benzyl)-1,3-dihydro-2H-imidazo[4,5-c]quinolin-2-one COC1=CC=C(CN(C2=NC=3C=CC=CC3C3=C2NC(N3CC3=CC(=C(C=C3)CN3CCCC3)Cl)=O)CC3=CC=C(C=C3)OC)C=C1